CN([C@H](C)C=1SC2=C(N1)C=C(C=C2)[C@@H]2N(C[C@H](CC2)C)C(C(=O)NC=2C1=C(C=NC2)C=NN1)=O)C 2-((2R,5S)-2-(2-((R)-1-(dimethylamino)ethyl)benzo[d]thiazol-5-yl)-5-methylpiperidin-1-yl)-2-oxo-N-(1H-pyrazolo[4,3-c]pyridin-7-yl)acetamide